Benzyl ((2S,3R)-3-(tert-butoxy)-1-((1R,2S,5S)-6,6-dimethyl-2-(((S)-1-oxo-3-((S)-2-oxopyrrolidin-3-yl)propan-2-yl)carbamoyl)-3-azabicyclo[3.1.0]hexan-3-yl)-1-oxobutan-2-yl)carbamate C(C)(C)(C)O[C@@H]([C@@H](C(=O)N1[C@@H]([C@H]2C([C@H]2C1)(C)C)C(N[C@H](C=O)C[C@H]1C(NCC1)=O)=O)NC(OCC1=CC=CC=C1)=O)C